COCCCSSSCCCOC bis(3-monomethoxypropyl) trisulfide